4-Chloro-1-(((R)-7-((2S,4R)-2-(2,5-difluorophenyl)-4-(ethylamino)piperidine-1-carbonyl)-7-azaspiro[4.5]decan-10-yl)methyl)pyridin-2(1H)-one ClC1=CC(N(C=C1)C[C@@H]1CCN(CC12CCCC2)C(=O)N2[C@@H](C[C@@H](CC2)NCC)C2=C(C=CC(=C2)F)F)=O